C(C(C)C)C=1N=CC2=C(N1)NC=C2C=2C=C1C=CC=NC1=CC2 6-(2-isobutyl-7H-pyrrolo[2,3-d]pyrimidin-5-yl)quinoline